5-[8-amino-3-[(cis-2-fluorocyclopropanecarbonyl)amino]-6-isoquinolyl]-N,4-dimethyl-pyrimidine-2-carboxamide NC=1C=C(C=C2C=C(N=CC12)NC(=O)[C@H]1[C@H](C1)F)C=1C(=NC(=NC1)C(=O)NC)C